COC1=CC=C(COC2=NC=CC(=C2)B2OC(C(O2)(C)C)(C)C)C=C1 2-((4-methoxybenzyl)oxy)-4-(4,4,5,5-tetramethyl-1,3,2-dioxaborolan-2-yl)pyridine